ClC1=C(C=CC=C1)C1=CC=C2CCC(C2=C1)NC(O[C@@H]1CN2CCC1CC2)=O (S)-quinuclidin-3-yl (6-(2-chlorophenyl)-2,3-dihydro-1H-inden-1-yl)carbamate